ClC1=NC=C(C(=C1)N1C[C@@H]([C@H](CC1)CO)O)I (3R,4R)-1-(2-chloro-5-iodopyridin-4-yl)-4-(hydroxymethyl)piperidin-3-ol